C(N1CC(OCC1)CC1=C(C=CC(=C1)C)S(=O)(=O)O)([2H])([2H])[2H] (4-(methyl-d3)morpholin-2-yl)methyl-4-methylbenzenesulfonic acid